FC(COC1=C(C=C(C(=N1)OC)NS(=O)(=O)C1=CN=C2N1CCCC2)F)F N-[6-(2,2-difluoroethoxy)-5-fluoro-2-methoxy-3-pyridinyl]-5,6,7,8-tetrahydroimidazo[1,2-a]pyridine-3-sulfonamide